C(C)(=O)OC1(CCCCC1)C(C)C (propan-2-yl)cyclohexyl acetate